1,8-dibromohexadecyl-fluorooctane (cis)-Methyl-3-(4-(methylcarbamoyl)tetrahydrofuran-2-yl)-3-oxopropanoate COC(CC(=O)[C@@H]1OC[C@@H](C1)C(NC)=O)=O.BrC(CCCCCCC(CCCCCCCC)Br)C(CCCCCCC)F